Methyl 3-(4-(tert-butoxy)thiophen-3-yl)-4-nitrobutanoate C(C)(C)(C)OC=1C(=CSC1)C(CC(=O)OC)C[N+](=O)[O-]